N1C(C2(CC3=CC=CN=C13)CC2)=O 1'H-spiro[cyclopropane-1,3'-[1,8]naphthyridin]-2'(4'H)-one